1,2-bis(triethylsilyloxy)-1,1,2,2-tetraphenylethane C(C)[Si](OC(C(C1=CC=CC=C1)(C1=CC=CC=C1)O[Si](CC)(CC)CC)(C1=CC=CC=C1)C1=CC=CC=C1)(CC)CC